7-(1-methylcyclobutyl)-2-oxo-N-(thiophen-3-yl)-1,2-dihydroquinoline-3,8-dicarboxamide CC1(CCC1)C1=CC=C2C=C(C(NC2=C1C(=O)N)=O)C(=O)NC1=CSC=C1